1-(pyrazolo[1,5-a]pyridin-6-yl)ethan-1-ol N1=CC=C2N1C=C(C=C2)C(C)O